6-amino-1-difluoromethyl-3-ethyl-1H-benzo[d]imidazol-2(3H)-one NC=1C=CC2=C(N(C(N2CC)=O)C(F)F)C1